BrC=1C=CC2=C(NC(CCN2)=O)C1 8-bromo-2-oxo-2,3,4,5-tetrahydro-1H-benzo[b][1,4]diazepine